NC1=NC=NC=2C3=C(CC(C12)(C)C)C(=C(C=C3)O[C@@H]3CC[C@H](CC3)N)C(CCC#N)C 4-[4-amino-8-(trans-4-aminocyclohexoxy)-5,5-dimethyl-6H-benzo[h]quinazolin-7-yl]pentanenitrile